Cl.N1(C=NC=C1)CC=1C=C2CCNCC2=CC1 6-((1H-Imidazol-1-yl)methyl)-1,2,3,4-tetrahydroisoquinoline hydrochloride